FC(OC1=CC=C(C=C1)C=1C=2N(C=C(C1)CNC(OC(C)(C)C)=O)C=CN2)(F)F tert-butyl N-[[8-[4-(trifluoromethoxy)phenyl]imidazo[1,2-a]pyridin-6-yl]methyl]carbamate